2-cyclopentyl-4-phenoxy-pyrimidine-5-carboxylic acid ethyl ester C(C)OC(=O)C=1C(=NC(=NC1)C1CCCC1)OC1=CC=CC=C1